BrC1=C(C=CC(=C1)Cl)N1C=NC=C1 1-(2-bromo-4-chlorophenyl)-1H-imidazole